3-Isopropyl-6-methyl-10-oxoundeca-2,6-dienal C(C)(C)C(=CC=O)CCC(=CCCC(C)=O)C